FC1([C@H](C1)C(=O)NC1=NC=C2C=C(C=3N(C2=C1)C=CN3)C=3C=NC(=CC3C)[C@H](CC=C)O)F (R)-2,2-difluoro-N-(4-(6-((S)-1-hydroxybut-3-en-1-yl)-4-methylpyridin-3-yl)imidazo[1,2-a][1,6]naphthyridin-8-yl)cyclopropane-1-carboxamide